C(C=CCCCCCCC)(N)(N)N decenetriamine